2-[5-[(1S)-1-[[8-cyclopropyl-6-(difluoromethyl)quinazolin-4-yl]amino]ethyl]-3-methyl-1,2,4-triazol-1-yl]thiazole-5-carbonitrile C1(CC1)C=1C=C(C=C2C(=NC=NC12)N[C@@H](C)C1=NC(=NN1C=1SC(=CN1)C#N)C)C(F)F